ethyl 5-((1s,4s)-4-methoxycyclohexyl)-1-methyl-4-((4-methylphenyl) sulfonamido)-1H-pyrazole-3-carboxylate COC1CCC(CC1)C1=C(C(=NN1C)C(=O)OCC)NS(=O)(=O)C1=CC=C(C=C1)C